2-Bromocyclopent-2-en-1-ol BrC=1C(CCC1)O